C(C1=CC=CC=C1)SC1=CC(=C(C=C1)NC1=NC(=C2N=CN(C2=N1)C1OCCCC1)OC1CCCCC1)C N-(4-benzylthio-2-methyl-phenyl)-6-(cyclohexyloxy)-9-tetrahydropyran-2-yl-purin-2-amine